2,7-dibromocarbazole BrC1=CC=2NC3=CC(=CC=C3C2C=C1)Br